ClC1=NC=C(C(=N1)Cl)CN1CCC2(CC2)CC1 6-((2,4-dichloropyrimidin-5-yl)methyl)-6-azaspiro[2.5]octane